FC(C1=CC=C(C=C1)S(=O)(=O)N1C=CC2=CC(=CC=C12)N)(F)F 1-((4-(trifluoromethyl)phenyl)sulfonyl)indol-5-amine